methyl-6-[3-chloro-4-(4-oxopiperidin-1-yl)quinolin-6-yl]pyridine CC1=NC(=CC=C1)C=1C=C2C(=C(C=NC2=CC1)Cl)N1CCC(CC1)=O